(R)-5-(3-((tert-butyldimethylsilyl)oxy)piperidin-1-yl)-2-morpholino-6-nitrooxazolo[4,5-b]pyridine [Si](C)(C)(C(C)(C)C)O[C@H]1CN(CCC1)C1=C(C=C2C(=N1)N=C(O2)N2CCOCC2)[N+](=O)[O-]